BrC1=CC2=C(N(C(O2)=O)C2C(NC(CC2)=O)=O)C=C1 3-(6-Bromo-2-oxo-1,3-benzoxazol-3-yl)piperidine-2,6-dione